[Bi].C1(=C(C(=CC=C1)C(=O)O)C(=O)O)C(=O)O benzenetricarboxylic acid bismuth